C1(=CC=CC=C1)CCC(=O)OCCCCCCO 6-hydroxyhexyl 3-phenylpropanoate